CC(CO)(C=C=C(CCC=C(C)C)C)C 2,2,5,9-tetramethyldeca-3,4,8-trien-1-ol